3-((3-fluoro-4-(1-(((R)-8-(4-((3RS,4SR)-7-hydroxy-3-phenylchroman-4-yl)phenyl)-1-oxa-8-azaspiro[4.5]decan-3-yl)methyl)piperidin-4-yl)phenyl)amino)piperidine-2,6-dione FC=1C=C(C=CC1C1CCN(CC1)C[C@@H]1COC2(C1)CCN(CC2)C2=CC=C(C=C2)[C@@H]2[C@@H](COC1=CC(=CC=C21)O)C2=CC=CC=C2)NC2C(NC(CC2)=O)=O |&1:30,31|